Benzyl ((rac)-3-(tert-butoxy)-1-oxo-1-((4-(((S)-2-oxo-4-(trifluoromethyl)imidazolidin-1-yl)methyl)pyridin-2-yl)amino)propan-2-yl)carbamate C(C)(C)(C)OC[C@H](C(NC1=NC=CC(=C1)CN1C(N[C@@H](C1)C(F)(F)F)=O)=O)NC(OCC1=CC=CC=C1)=O |&1:6|